C1(CC1)[C@@H](C1=CC2=C(NC(=N2)[C@@H](NC(=O)C2=NON=C2C)C2CCC(CC2)(F)F)C=C1)NC(CC1CC(C1)(F)F)=O N-((S)-(5-((S)-Cyclopropyl(2-(3,3-difluorocyclobutyl)acetamido)methyl)-1H-benzo[d]imidazol-2-yl)(4,4-difluorocyclohexyl)methyl)-4-methyl-1,2,5-oxadiazole-3-carboxamide